FC1(CC1)COC(=O)NCC1=C(N=NN1C)C1=CC=C(C(=N1)C)O[C@@H]1C[C@H](CCC1)C(=O)O (1S,3S)-3-((6-(5-(((((1-fluorocyclopropyl)methoxy)carbonyl)amino)methyl)-1-methyl-1H-1,2,3-triazol-4-yl)-2-methylpyridin-3-yl)oxy)cyclohexane-1-carboxylic acid